[F-].C(CCC)[NH3+] butylammonium fluoride